2-(2-methyltetrahydropyran-4-yl)oxyethyl 4-methylbenzenesulfonate 2-(2-methyltetrahydropyran-4-yl)oxyethyl-4-methylbenzenesulfonate CC1OCCC(C1)OCCOS(=O)(=O)C1=CC=C(C=C1)C.CC1=CC=C(C=C1)S(=O)(=O)OCCOC1CC(OCC1)C